(3S,7S,14S)-14-((1H-indol-3-yl)methyl)-5,13,16-trioxo-4,6,12,15-tetraazaoctadecane-1,3,7,18-tetracarboxylic acid N1C=C(C2=CC=CC=C12)C[C@@H](C(NCCCC[C@H](NC(N[C@@H](CCC(=O)O)C(=O)O)=O)C(=O)O)=O)NC(CCC(=O)O)=O